N1(CCOCC1)C=1C=C(C=CC1)CCC(=O)O 3-(3-morpholinylphenyl)propanoic acid